(R)-2-amino-N-(4-(4-amino-7-methyl-7H-pyrrolo[2,3-d]pyrimidin-5-yl)-3-methyl-phenyl)-2-phenylacetamide N[C@@H](C(=O)NC1=CC(=C(C=C1)C1=CN(C=2N=CN=C(C21)N)C)C)C2=CC=CC=C2